1-((2-methylpyridin-5-yl)methyl)-3-(phenylethynyl)-4-(4-(trifluoromethyl)phenyl)-1H-pyrrole-2,5-dione CC1=NC=C(C=C1)CN1C(C(=C(C1=O)C1=CC=C(C=C1)C(F)(F)F)C#CC1=CC=CC=C1)=O